5-Bromo-2-(trifluorometh-yl)pyridine BrC=1C=CC(=NC1)C(F)(F)F